1-(2-((4-(4-amino-3-(4-phenoxyphenyl)-1H-pyrazolo[3,4-d]pyrimidin-1-yl)piperidin-1-yl)methyl)-3-fluorophenyl)dihydropyrimidine-2,4(1H,3H)-dione NC1=C2C(=NC=N1)N(N=C2C2=CC=C(C=C2)OC2=CC=CC=C2)C2CCN(CC2)CC2=C(C=CC=C2F)N2C(NC(CC2)=O)=O